COC(=O)C=1C=CC2=C(N(C(=N2)C2CC23CCN(CC3)C3=CC=CC=2OC(OC23)(C)C2=C(C=C(C=C2)Cl)F)CCOC)C1 2-{6-[2-(4-chloro-2-fluorophenyl)-2-methyl-1,3-benzodioxol-4-yl]-6-azaspiro[2.5]oct-1-yl}-1-(2-methoxyethyl)-1H-benzoimidazole-6-carboxylic acid methyl ester